OC=1C(=NC=CC1)C hydroxypicoline